[Na].FC(CN1N=CC(=C1)N(S(=O)(=O)NC(=O)NC1=C2CCCC2=CC=2CCCC12)C1CCN(CC1)C)F 1-{[1-(2,2-difluoroethyl)-1H-pyrazol-4-yl](1-methylpiperidin-4-yl)sulfamoyl}-3-(1,2,3,5,6,7-hexahydro-s-indacen-4-yl)urea Sodium Salt